[Si](C)(C)(C(C)(C)C)OC1CCNCC1 4-((tert-butyldimethylsilyl)oxy)piperidin